1,3,5-Tri-(4-hydroxyphenyl)-benzol OC1=CC=C(C=C1)C1=CC(=CC(=C1)C1=CC=C(C=C1)O)C1=CC=C(C=C1)O